ClC1=CC(=NC=N1)N(C)C 6-chloro-N,N-dimethylpyrimidin-4-amine